C(CCCCCCCCCCCCCCC)(=O)OCCCCCCCCCCCCCCCCCCCCCC docosyl hexadecanate